3,3'-((2,7-dibromo-9,10-dihydrophenanthrene-9,10-diyl)bis(oxy))bis(propane-1-sulfonic acid) BrC1=CC=2C(C(C3=CC(=CC=C3C2C=C1)Br)OCCCS(=O)(=O)O)OCCCS(=O)(=O)O